COC(=O)C=1C=CC2=C(N(C(=N2)CN2CCC(CC2)N2N=C(C(=C2)C#N)OCC2=C(C=C(C=C2)C#N)F)C[C@H]2OCC2)C1 (S)-2-((4-(4-cyano-3-((4-cyano-2-fluorobenzyl)oxy)-1H-pyrazol-1-yl)piperidin-1-yl)methyl)-1-(oxetan-2-ylmethyl)-1H-benzo[d]imidazole-6-carboxylic acid methyl ester